B(OCCCCCCCCCCCCCCCC)(OCCCCCCCCCCCCCCCC)OCCCCCCCCCCCCCCCC tri(hexadecyl) borate